FC(C=1C=C(C=C(C1)C(F)(F)F)C(CC(=O)C1=CC=C(C=C1)OC)C[N+](=O)[O-])(F)F 3-(3,5-bis(trifluoromethyl)phenyl)-1-(4-methoxyphenyl)-4-nitrobutan-1-one